(S)-N-((S)-1-(4-Cyano-2-(4-fluorophenyl)-1H-imidazol-5-yl)-7-oxononyl)-6-methyl-6-azaspiro[2.5]octan-1-carboxamid C(#N)C=1N=C(NC1[C@H](CCCCCC(CC)=O)NC(=O)[C@H]1CC12CCN(CC2)C)C2=CC=C(C=C2)F